rac-5-({p-[2-(5-ethylpyridin-2-yl)-2-oxoethoxy]phenyl}methyl)-(5-2H)-1,3-thiazolidine-2,4-dione C(C)C=1C=CC(=NC1)C(COC1=CC=C(C=C1)C[C@@]1(C(NC(S1)=O)=O)[2H])=O |r|